(E)-N-(2,4-Difluorobenzyl)-2-(3,7-dimethylocta-2,6-dien-1-yl)-9-hydroxy-1,8-dioxo-1,8-dihydro-2H-pyrido[1,2-a]pyrazine-7-carboxamide FC1=C(CNC(=O)C=2C(C(=C3N(C=CN(C3=O)C\C=C(\CCC=C(C)C)/C)C2)O)=O)C=CC(=C1)F